6,8-diphenyl-2-(4-(4,4,5,5-tetramethyl-1,3,2-dioxaborolan-2-yl)phenyl)-[1,2,4]triazolo[1,5-a]pyridine C1(=CC=CC=C1)C=1C=C(C=2N(C1)N=C(N2)C2=CC=C(C=C2)B2OC(C(O2)(C)C)(C)C)C2=CC=CC=C2